7-(3-(2-chlorophenyl)-1H-pyrazolo[3,4-b]pyrazin-6-yl)-7-azaspiro[3.5]nonan-1-amine ClC1=C(C=CC=C1)C1=NNC2=NC(=CN=C21)N2CCC1(CCC1N)CC2